[1-(1-methyl-5-(N-morpholinyl)-6-oxo-pyridazin-3-yl)indazol-6-yl]cyclopropanecarbonitrile CN1N=C(C=C(C1=O)N1CCOCC1)N1N=CC2=CC=C(C=C12)C1(CC1)C#N